O1CCC2=C1C=CC=C2 3H-1-benzofuran